C(C)OC(CC1=CC(=C(C=C1)OC)OCCOCC1=CC=CC=C1)=O 2-(3-(2-(benzyloxy)ethoxy)-4-methoxyphenyl)acetic acid ethyl ester